di(t-butyl) peroxydicarbonate C(=O)(OC(C)(C)C)OOC(=O)OC(C)(C)C